CC=1N=C(C2=C(N1)C(=NC(=C2)N2C[C@H](CC2)NC(C)=O)C)N[C@H](C)C2=C(C(=CC=C2)C(F)(F)F)C N-{(3S)-1-[2,8-dimethyl-4-({(1R)-1-[2-methyl-3-(trifluoromethyl)phenyl]ethyl}amino)pyrido[3,4-d]pyrimidin-6-yl]pyrrolidin-3-yl}acetamide